NC1=C(C=C(C=N1)C=1N=C(N(C1)C12CC(C1)(C2)N2CCC(CC2)(F)F)[C@@H](C(C)C)O)C(F)(F)F (R)-1-(4-(6-amino-5-(trifluoromethyl)pyridin-3-yl)-1-(3-(4,4-difluoro-piperidin-1-yl)bicyclo[1.1.1]pentan-1-yl)-1H-imidazol-2-yl)-2-methylpropan-1-ol